C(C)(C)(C)N1SOC[C@@H]1[C@H](C)F Tert-butyl-(R)-4-((S)-1-fluoroethyl)-1,2,3-oxathiazolidine